C12N(CC(NC1)CC2)C=2C1=C(N=C(N2)OC[C@]23CCC(N3C[C@](C2)([2H])F)([2H])[2H])C(=C(N=C1)C=1C=C(C=C(C1C1CCC1)F)O)F 3-(4-(2,5-Diazabicyclo[2.2.2]octan-2-yl)-8-fluoro-2-(((2R,7aS)-2-fluorotetrahydro-1H-pyrrolizin-7a(5H)-yl-2,5,5-d3)methoxy)pyrido[4,3-d]pyrimidin-7-yl)-4-cyclobutyl-5-fluorophenol